rac-N5-cyclopropyl-N3-methyl-2-oxo-1-(1-(o-tolyl)ethyl)-1,2-dihydropyridine-3,5-dicarboxamide C1(CC1)NC(=O)C=1C=C(C(N(C1)[C@H](C)C1=C(C=CC=C1)C)=O)C(=O)NC |r|